5-(1-propionylindolin-5-yl)-N-(pyridin-3-ylmethyl)pyridineamide C(CC)(=O)N1CCC2=CC(=CC=C12)C=1C=CC(=NC1)C(=O)NCC=1C=NC=CC1